CN(C)S=C(O)Cl N,N-dimethylaminothiocarboxychloride